FC1(CN(C2(C1O)CCCC2)C(=O)C=2C=C(C#N)C=C(C2)F)F 3-(3,3-difluoro-4-hydroxy-1-azaspiro[4.4]nonane-1-carbonyl)-5-fluorobenzonitrile